4-hydroxy-3-methoxybenzonitrile OC1=C(C=C(C#N)C=C1)OC